COC(C1=CC=CC=C1)(C(=O)C2=CC=CC=C2)OC 2,2-dimethoxy-2-phenylacetone